1-(6-chloro-1-methyl-1H-indol-3-yl)ethan-1-one-O-methyloxime CON=C(C)C1=CN(C2=CC(=CC=C12)Cl)C